OC1=C(C=CC=C1)C(CCCCCCCCCCCCCCCCCCCCCCC)C1=C(C=CC=C1)O 1,1-bis(2-hydroxyphenyl)tetracosane